OC1=CC=C(C=C1)C(CC)(C)C1=CC=C(C=C1)O 1,1-Bis(4-hydroxyphenyl)-1-methylpropane